methyl 3-amino-4-chlorobenzoate NC=1C=C(C(=O)OC)C=CC1Cl